N1C(=NC2=C1C=CC=C2)C(N2C(C1=CC(=CC=C1C2)C2=CC=C(C=C2)C2CN(C2)C)=O)C2=C(C=CC(=C2)F)OCOC 2-[1H-benzimidazol-2-yl-[5-fluoro-2-(methoxymethoxy)phenyl]methyl]-6-[4-(1-methyl-azetidin-3-yl)phenyl]isoindolin-1-one